O=C([C@H](C[C@H]1C(NCC1)=O)NC(OC(C)(C)C)=O)COC(C(F)F)C(F)F tert-butyl ((S)-3-oxo-1-((S)-2-oxopyrrolidin-3-yl)-4-((1,1,3,3-tetrafluoropropan-2-yl)oxy)butan-2-yl)carbamate